5-(4-(benzylamino)quinazolin-6-yl)pyridin C(C1=CC=CC=C1)NC1=NC=NC2=CC=C(C=C12)C=1C=CC=NC1